Cl.Cl.C(C)C1=C2C=CC(=CC2=CC=C1)O 5-ethylnaphthalene-2-ol dihydrochloride